ClC1=CC=C2[C@H](CC(C2=C1)=O)C1=C(C(=C(C(=C1[2H])[2H])[2H])[2H])[2H] |r| racemic-6-chloro-3-phenyl-d5-indan-1-one